COC(CCC(=O)NC1=C(C(=O)OC)C=CC(=C1)C)=O Methyl 2-(4-methoxy-4-oxobutanamido)-4-methylbenzoate